C1=NC(=C(N1[C@H]2[C@@H]([C@@H]([C@H](O2)COP(=O)([O-])[O-])O)O)N)C(=O)O The molecule is an organophosphate oxoanion that is the major structure at pH 7.3 of 5-amino-1-(5-phospho-D-ribosyl)imidazole-4-carboxylic acid. It is a conjugate base of a 5-amino-1-(5-phospho-D-ribosyl)imidazole-4-carboxylic acid.